5-chloro-2-[(4-methoxy-4-methylpiperidin-1-yl)methyl]-7,8-dihydro-6H-spiro[[1,3]oxazolo[5,4-f]quinazoline-9,1'-cyclohexane]-7-one ClC=1C=C2C(=C3C1NC(NC31CCCCC1)=O)OC(=N2)CN2CCC(CC2)(C)OC